6-(3,4-dimethoxyphenyl)-5-methoxy-2-morpholino-N-(pyridin-4-yl)pyrimidin-4-amine COC=1C=C(C=CC1OC)C1=C(C(=NC(=N1)N1CCOCC1)NC1=CC=NC=C1)OC